C(=O)(O)NC1=CC=C(C=C1)NC(=O)O dicarboxyl-p-phenylenediamine